2-((1-(2-(2-benzyl-1-oxoisoindolin-5-yl)-6-methyl-4-oxo-4H-chromen-8-yl)ethyl)amino)benzoic acid C(C1=CC=CC=C1)N1C(C2=CC=C(C=C2C1)C=1OC2=C(C=C(C=C2C(C1)=O)C)C(C)NC1=C(C(=O)O)C=CC=C1)=O